3-n-propylcyclohexylamine C(CC)C1CC(CCC1)N